C(C)(C)(C)OCCOC1=C(C(=CC=C1)OC)C=1C=C(OC(C1OCCOC)=O)C(=O)NC=1SC(=NN1)N1N=CC=C1NC(C)=O 4-{2-[2-(tert-butoxy)ethoxy]-6-methoxyphenyl}-N-[5-(5-acetamidopyrazol-1-yl)-1,3,4-thiadiazol-2-yl]-5-(2-methoxyethoxy)-6-oxopyran-2-carboxamide